CC=1N(C(=CC1)C)C1=NN2C(C=C(C=C2)C2=NC(=CN=C2)C=2C=NN(C2)[C@H](C)C2=CC=C(C=C2)C)=N1 |r| racemic-2-(2,5-dimethyl-1H-pyrrol-1-yl)-7-(6-(1-(1-(p-tolyl)ethyl)-1H-pyrazol-4-yl)pyrazin-2-yl)-[1,2,4]triazolo[1,5-a]pyridine